(2-((5-chloro-2-((4-(2-(dimethylamino)-7-azaspiro[3.5]nonan-7-yl)-3-fluorophenyl)amino)pyrimidin-4-yl)amino)phenyl)dimethylphosphine oxide ClC=1C(=NC(=NC1)NC1=CC(=C(C=C1)N1CCC2(CC(C2)N(C)C)CC1)F)NC1=C(C=CC=C1)P(C)(C)=O